BrC=1C=CC(=NC1)N([C@@H](C)C=1C=NC(=CC1)NC)C (S)-5-bromo-N-methyl-N-(1-(6-(methylamino)pyridin-3-yl)ethyl)pyridin-2-amine